N-[7-morpholino-5-[4-[[5-(trifluoromethyl)-2-pyridyl]amino]cyclohexoxy]-1,6-naphthyridin-3-yl]methanesulfonamide O1CCN(CC1)C1=NC(=C2C=C(C=NC2=C1)NS(=O)(=O)C)OC1CCC(CC1)NC1=NC=C(C=C1)C(F)(F)F